N(=[N+]=[N-])CCOCCOCCOC1OC(C(C(C1NC(C)=O)O)O)CO N-(2-{2-[2-(2-azidoethoxy)ethoxy]ethoxy}-4,5-dihydroxy-6-(hydroxymethyl)oxan-3-yl)acetamide